OC1=C2C(=CC=3OC=4C=C(C(=C(C4C(C13)=O)CC=C(C)C)OC)OCC1=CC=C(C=C1)S(=O)(=O)C)OC(C=C2)(C)C 5-Hydroxy-8-methoxy-2,2-dimethyl-7-(3-methylbut-2-en-1-yl)-9-((4-(methylsulfonyl)benzyl)oxy)-2H,6H-pyrano[3,2-b]xanthen-6-one